tert-butyl N-tert-butoxycarbonyl-N-[2-[2-[2-[2-[2-[2-[2-[2-[2-[2-(2-hydroxyethoxy)ethoxy]ethoxy]ethoxy]ethoxy]ethoxy]ethoxy]ethoxy]ethoxy]ethoxy]ethyl]carbamate C(C)(C)(C)OC(=O)N(C(OC(C)(C)C)=O)CCOCCOCCOCCOCCOCCOCCOCCOCCOCCOCCO